3-amino-N-{2-[3-amino-4-(ethoxymethyl)pyrrolidin-1-yl]-5,6,7,8-tetrahydroquinolin-6-yl}-4,6-dimethylthieno[2,3-b]pyridine-2-carboxamide NC1=C(SC2=NC(=CC(=C21)C)C)C(=O)NC2CC=1C=CC(=NC1CC2)N2CC(C(C2)COCC)N